(1-(benzenesulfonyl)-2-(1-(benzenesulfonyl)-1H-indol-3-yl)-1H-imidazol-4-yl)(3,4,5-trimethoxyphenyl)methanone C1(=CC=CC=C1)S(=O)(=O)N1C(=NC(=C1)C(=O)C1=CC(=C(C(=C1)OC)OC)OC)C1=CN(C2=CC=CC=C12)S(=O)(=O)C1=CC=CC=C1